Methyl 4-((1RS,2RS,3aSR,8bSR)-2-hydroxy-1-((3SR,E)-3-hydroxy-4-methyloct-1-en-6-yn-1-yl)-2,3,3a,8b-tetrahydro-1H-cyclopenta[b]benzofuran-5-yl)butanoate O[C@H]1[C@@H]([C@@H]2[C@@H](OC3=C2C=CC=C3CCCC(=O)OC)C1)\C=C\[C@H](C(CC#CC)C)O |r|